NC([C@H](C[C@H]1C(NCC1)=O)NC(=O)[C@H]1N(C[C@@H](C1)OCC)C(=O)OC(C)(C)C)=O tert-butyl (2S,4R)-2-[[(1S)-2-amino-2-oxo-1-[[(3S)-2-oxopyrrolidin-3-yl]methyl]ethyl]carbamoyl]-4-ethoxypyrrolidine-1-carboxylate